bis(2-methyl-8-quinolinolate) (2,6-diphenylphenolate) Aluminum [Al+3].C1(=CC=CC=C1)C1=C(C(=CC=C1)C1=CC=CC=C1)[O-].CC1=NC2=C(C=CC=C2C=C1)[O-].CC1=NC2=C(C=CC=C2C=C1)[O-]